ClC=1C(=CC(=NC1)NC1(CCOCC1)C(=O)O)CCC1CC1 4-((5-chloro-4-(2-cyclopropylethyl)pyridin-2-yl)amino)tetrahydro-2H-pyran-4-carboxylic acid